4,5-dimethyl-2-vinyl-2-oxazoline CC1N=C(OC1C)C=C